C(C)C=1SC(=C(N1)C1=CC(=CC=C1)C)C1=CC(=NC=C1)NC(C1=CC=CC=C1)=O N-(4-(2-ethyl-4-(3-methylphenyl)-1,3-thiazol-5-yl)-2-pyridyl)benzamide